FC(C1=CC=C(C=C1)N1CCN(C2=CC=CC=C12)C1CN(C1)C(C)=O)(F)F 1-(3-(4-(4-(trifluoromethyl)phenyl)-3,4-dihydroquinoxalin-1(2H)-yl)azetidin-1-yl)ethan-1-one